N1=CC=C(C=C1)CNC1=CC=C2C(NC(=NC2=C1)CSC1CCOCC1)=O 7-((Pyridin-4-ylmethyl)amino)-2-(((tetrahydro-2H-pyran-4-yl)thio)methyl)quinazolin-4(3H)-one